C(C)C1NCCC2=C1C1=C(N=NC(=C1)C1=C(C=CC=C1)OCOC)N2 5-Ethyl-3-(2-(methoxymethoxy)phenyl)-6,7,8,9-tetrahydro-5H-pyrido[3',4':4,5]pyrrolo[2,3-c]pyridazine